2-bromo-5-fluoropyrimidine tert-butyl-(11-chloro-7-isopropyl-2-oxo-7,8-dihydro-2H-[3]benzoxocino[5,6-c]pyridin-3(5H)-yl)acetate C(C)(C)(C)OC(CN1C=C2C(=CC1=O)C1=C(CC(OC2)C(C)C)C=CC(=C1)Cl)=O.BrC1=NC=C(C=N1)F